methyl 6-(1-{[(2-methylpropan-2-yl) oxy] carbonyl}-1,2,5,6-tetrahydropyridin-3-yl)-1,2-diazine-3-carboxylate CC(C)(C)OC(=O)N1CC(=CCC1)C1=CC=C(N=N1)C(=O)OC